(R)-N-(1-cyanocyclopropyl)-9-(5-(di-fluoromethyl)-1,3,4-thiadiazol-2-yl)-4-(3-oxotetrahydro-3H-oxazolo[3,4-a]pyrazin-7(1H)-yl)-9H-pyrimido[4,5-b]indole-7-sulfonamide C(#N)C1(CC1)NS(=O)(=O)C1=CC=C2C3=C(N(C2=C1)C=1SC(=NN1)C(F)F)N=CN=C3N3C[C@H]1N(CC3)C(OC1)=O